allyl(methyl)-λ2-azane C(C=C)[N]C